ClC(C)OC(O[C@H]1[C@]2(CC[C@@H](C1)C2(C)C)C)=O Carbonic acid (1S,2R,4S)-1,7,7-trimethylbicyclo[2.2.1]hept-2-yl 1-chloroethyl ester